(2R,4S,5R,6R)-6-((1R,2R)-3-(2,2-difluoro-2-phenylacetamido)-1,2-dihydroxypropyl)-4-hydroxy-5-(2-hydroxyacetamido)-2-(oct-7-yn-1-yloxy)tetrahydro-2H-pyran-2-carboxylic acid FC(C(=O)NC[C@H]([C@@H](O)[C@H]1[C@@H]([C@H](C[C@@](O1)(C(=O)O)OCCCCCCC#C)O)NC(CO)=O)O)(C1=CC=CC=C1)F